1-(3-aminoquinolin-4-ylamino)-2-methylpropan-2-ol NC=1C=NC2=CC=CC=C2C1NCC(C)(O)C